1-(7-((3,5-Bis(trifluoromethyl)benzyl)amino)quinazolin-2-yl)-3-cyclopentylurea FC(C=1C=C(CNC2=CC=C3C=NC(=NC3=C2)NC(=O)NC2CCCC2)C=C(C1)C(F)(F)F)(F)F